C1=CC=CC=2C3=CC=CC=C3N(C12)C=1C=C(C=C(C1)N1C2=CC=CC=C2C=2C=CC=CC12)C1=NC(=NC(=C1)C1=CC=C(C=C1)C1=CC=CC=C1)C1=CC=CC=C1 [3,5-bis(9H-carbazol-9-yl)phenyl]-2-phenyl-6-(biphenyl-4-yl)pyrimidine